4-chloro-6-((3-fluorophenyl)amino)-N-methyl-N-phenylpyridinamide ClC1=CC(=NC(=C1)NC1=CC(=CC=C1)F)C(=O)N(C1=CC=CC=C1)C